3-phenyl-1-(2-thienyl)-2-propen-1-one C1(=CC=CC=C1)C=CC(=O)C=1SC=CC1